bromo(4-fluorophenyl)ethanone (E,Z,Z)-3,8,11-Tetradecatrienyl-acetate C(C\C=C\CCC\C=C/C\C=C/CC)CC(=O)O.BrCC(=O)C1=CC=C(C=C1)F